C1(CC1)C(NS(=O)C(C)(C)C)C1CCOCC1 N-(cyclopropyl(tetrahydro-2H-pyran-4-yl)methyl)-2-methylpropane-2-sulfinamide